FC1=C(CN2C(N(C=3C=NC(=C(C32)C3=CC=CC=C3)C)C)=O)C(=CC(=C1)[S@@](=O)(=N)C)F (R)-1-(2,6-difluoro-4-(S-methylsulfonimidoyl)benzyl)-3,6-dimethyl-7-phenyl-1,3-dihydro-2H-imidazo[4,5-c]pyridin-2-one